C(C)OC(/C(/C(CCl)=O)=N/NC=1C=NC=CC1)=O (E)-4-chloro-3-oxo-2-(2-(pyridin-3-yl)hydrazono)butanoic acid ethyl ester